FC1=C2C(NN=C(C2=C(C=C1)F)C1=CC2=C(NC(=N2)NC(OC)=O)C=C1)=O Methyl (5-(5,8-difluoro-4-oxo-3,4-dihydrophthalazin-1-yl)-1H-benzimidazol-2-yl)carbamate